bistriethoxysilyl-acetylene C(C)O[Si](OCC)(OCC)C#C[Si](OCC)(OCC)OCC